ClC=1C=C(C=C(C1)F)C(CCN(C(OC(C)(C)C)=O)C)=O tert-butyl (3-(3-chloro-5-fluorophenyl)-3-oxopropyl)(methyl)-carbamate